3,6'-difluorobenzidine tert-butyl-{[5-amino-6-(benzyloxy)-4-fluoro-2,3-dihydro-1-benzofuran-2-yl]methyl}(2-methylpropyl)carbamate C(C)(C)(C)OC(N(CC(C)C)CC1OC2=C(C1)C(=C(C(=C2)OCC2=CC=CC=C2)N)F)=O.FC=2C=C(C=CC2N)C2=CC=C(N)C=C2F